2-(3-azidopropyl)-1-(3-((tert-butoxycarbonyl)amino)propyl)-1H-pyrazol-2-ium N(=[N+]=[N-])CCC[N+]=1N(C=CC1)CCCNC(=O)OC(C)(C)C